(M)-2-[4-[4-(aminomethyl)-8-ethoxy-1-oxo-2H-phthalazin-6-yl]-2-methyl-pyrazol-3-yl]-6-(cyclopropoxy)-3-fluoro-4-methyl-benzonitrile NCC1=NNC(C2=C(C=C(C=C12)C1=C(N(N=C1)C)C1=C(C#N)C(=CC(=C1F)C)OC1CC1)OCC)=O